Pyridine-4-ylmethylamine N1=CC=C(C=C1)CN